2-carboxy-4-isopropyl-3-pyrrolidineacetic acid C(=O)(O)C1NCC(C1CC(=O)O)C(C)C